N-benzyl-4-(thieno[3,2-c]pyridin-4-yl)benzamide C(C1=CC=CC=C1)NC(C1=CC=C(C=C1)C1=NC=CC2=C1C=CS2)=O